1-(3,3-difluoroazetidin-1-yl)-3-methylbutan-1-one FC1(CN(C1)C(CC(C)C)=O)F